4-amino-4-oxobutaneamide NC(CCC(=O)N)=O